4-(3-((5-(5-(Difluoromethyl)-1,3,4-oxadiazol-2-yl)pyridin-2-yl)methyl)-2-oxo-2,3-dihydro-1H-benzo[d]imidazol-1-yl)piperidine-1-carboxylic acid tert-butyl ester C(C)(C)(C)OC(=O)N1CCC(CC1)N1C(N(C2=C1C=CC=C2)CC2=NC=C(C=C2)C=2OC(=NN2)C(F)F)=O